ClC=1N=NC(=CC1OCC[Si](C)(C)C)Cl 3,6-dichloro-4-[2-(trimethylsilyl)ethoxy]pyridazine